4-[5-(4-Carboxy-benzoylamino)-pyrazin-2-yl]-3,6-dihydro-2H-pyridine-1-carboxylic acid tert-butyl ester C(C)(C)(C)OC(=O)N1CCC(=CC1)C1=NC=C(N=C1)NC(C1=CC=C(C=C1)C(=O)O)=O